2-(5-methyl-2,5-diazaspiro[3.4]octane-2-carbonyl)pyridin CN1C2(CN(C2)C(=O)C2=NC=CC=C2)CCC1